C(CCCCCCCCCCCCC)NCCCCCCCCCCCCCC di-(myristyl)amine